S1C=NC2=C1C=CC(=C2)NC2=CC=NC1=CC(=CC=C21)C2=CC=C(C=C2)C(=O)N2CCN(CC2)C2=NC=CN=C2 (4-(4-(benzo[d]thiazol-5-ylamino)quinolin-7-yl)phenyl)(4-(pyrazin-2-yl)piperazin-1-yl)methanone